BrC1=CC=C2CN(C(C2=C1)=O)[C@@H](C#N)C1=NC=CC=C1OC |r| (2RS)-2-(6-bromo-1-oxo-isoindolin-2-yl)-2-(3-methoxy-2-pyridinyl)acetonitrile